FC=1C(=NC(=CC1)C#CC)[C@@H](CCOC)N1C[C@@H](N([C@@H](C1)C)C(C(C)C)=O)C(=O)NCC1=CC=C(C=C1)C1=NC=CC=N1 (2R,6R)-4-((R)-1-(3-fluoro-6-(prop-1-yn-1-yl)pyridin-2-yl)-3-methoxypropyl)-1-isobutyryl-6-methyl-N-(4-(pyrimidin-2-yl)benzyl)piperazine-2-carboxamide